BrC1=CC=C(C=C1)C1=CC=C(C=C1)C(=O)OC methyl 4'-bromobiphenyl-4-carboxylate